[Pb].[Sb].[Cu].[Sn] tin-copper-antimony lead